C(C)(=O)OCNC(CNC(C(NC(OCC1C2=CC=CC=C2C=2C=CC=CC12)=O)C(C)C)=O)=O 1-(9H-fluoren-9-yl)-5-isopropyl-3,6,9-trioxo-2-oxa-4,7,10-triazaundecane-11-yl acetate